N5-((1R,3s,5S)-9-(ethylsulfonyl)-9-azabicyclo[3.3.1]nonan-3-yl)-N7-(5-methyl-1H-pyrazol-3-yl)-1,6-naphthyridine-5,7-diamine CCS(=O)(=O)N1[C@@H]2CCC[C@H]1CC(C2)NC3=C4C=CC=NC4=CC(=N3)NC5CC(NN5)C